C(C)OC1=NC=CC=C1C1=NC=C(C=C1F)C1(CCN(CC1)C1=C(C=C(C=C1)C(F)(F)F)F)C(=O)N[C@H](CNC)C 4-{2'-ethoxy-3-fluoro-[2,3'-bipyridine]-5-yl}-1-[2-fluoro-4-(trifluoromethyl)phenyl]-N-[(2S)-1-(methylamino)propan-2-yl]piperidine-4-carboxamide